6-((5-chloroisoindolin-2-yl)methyl)-2-(3-(3-((4-methyl-4H-1,2,4-triazol-3-yl)methyl)oxetan-3-yl)phenyl)-4-(trifluoromethyl)isoindolin-1-one ClC=1C=C2CN(CC2=CC1)CC1=CC(=C2CN(C(C2=C1)=O)C1=CC(=CC=C1)C1(COC1)CC1=NN=CN1C)C(F)(F)F